5,6-dichloro-N2-(2,6-diisopropylphenyl)pyridine-2,3-diamine ClC=1C=C(C(=NC1Cl)NC1=C(C=CC=C1C(C)C)C(C)C)N